CC=1C=C(C=CC1OC(F)(F)F)C1CN(C1)C(=O)OC(C)(C)C tert-Butyl 3-(3-methyl-4-(trifluoromethoxy)phenyl)azetidine-1-carboxylate